CC1(C2=C(CN(CC1)CC(=O)N(C)C)C=C(C=C2)C2=CC=C(C=C2)C(F)(F)F)C 2-(5,5-dimethyl-8-(4-(trifluoromethyl)phenyl)-1,3,4,5-tetrahydro-2H-benzo[c]azepin-2-yl)-N,N-dimethylacetamide